benzo[1,2-d]imidazole-5-carboxylic acid N1=CNC2=C1C=CC(=C2)C(=O)O